(E)-4-(4-bromostyryl)piperidine-1-carboxylic acid tert-butyl ester C(C)(C)(C)OC(=O)N1CCC(CC1)\C=C\C1=CC=C(C=C1)Br